COC1=NC=C(C(=N1)OC)P(C)(C)=O (2,4-Dimethoxypyrimidin-5-yl)dimethylphosphine oxide